2-(difluoromethyl)-5-(6-((4-(pyrrolidin-2-yl)-1H-1,2,3-triazol-1-yl)methyl)pyridin-3-yl)-1,3,4-oxadiazole FC(C=1OC(=NN1)C=1C=NC(=CC1)CN1N=NC(=C1)C1NCCC1)F